COC(=O)C1C(NC2(C1=O)CC=CC2)=O 2,4-dioxo-1-azaspiro[4.4]nonane-7-ene-3-carboxylic acid methyl ester